C(C)OC1=C(C=CC(=C1)C1=NN=CN1C)NC=1N=CC2=C(N1)C(=NC(=C2)C)N2CC(CC2)(C#N)C 1-(2-((2-ethoxy-4-(4-methyl-4H-1,2,4-triazol-3-yl)phenyl)amino)-6-methylpyrido[3,4-d]pyrimidin-8-yl)-3-methylpyrrolidine-3-carbonitrile